FC=1C(=CC=C2C(N3C(C12)COCC3)=O)NC3=NC=C(C(=C3)N[C@H](CO)C3=CC=CC=C3)C3=NC(=NO3)C31CCN(CC3)CC1 10-fluoro-9-((4-(((S)-2-hydroxy-1-phenylethyl)amino)-5-(3-(quinuclidin-4-yl)-1,2,4-oxadiazol-5-yl)pyridin-2-yl)amino)-1,3,4,10b-tetrahydro-6H-[1,4]oxazino[3,4-a]isoindol-6-one